2-(2-((S)-1-(2,3-Difluorobenzyl)-5-oxopyrrolidin-2-yl)acetamido)-3-methyl-N-(3,4,5-trifluorobenzyl)butanamide FC1=C(CN2[C@@H](CCC2=O)CC(=O)NC(C(=O)NCC2=CC(=C(C(=C2)F)F)F)C(C)C)C=CC=C1F